COC=1C(=C2C=CNC2=C(C1)C)CN1[C@@H](C[C@@H](CC1)CCC(F)(F)F)C1=CC=C(C(=O)O)C=C1 4-((2S,4R)-1-((5-methoxy-7-methyl-1H-indol-4-yl)methyl)-4-(3,3,3-trifluoropropyl)piperidin-2-yl)benzoic acid